NCCNCCC(=O)[O-].[Na+] sodium N-(2-aminoethyl)-β-alaninate